3-cis-N-cyclopropyl-4-((7-morpholinoquinazolin-5-yl)oxy)cyclohexanecarboxamide C1(CC1)NC(=O)C1CCC(CC1)OC1=C2C=NC=NC2=CC(=C1)N1CCOCC1